ClC1=C(COC2=CC=C(C=O)C=C2C)C=CC=C1C1=CC2=C(OCCO2)C=C1 4-(2-chloro-3-(1,4-benzodioxan-6-yl)benzyloxy)-5-methylbenzaldehyde